perfluoro phenyl-vinyl ether C1(=CC=CC=C1)C=COF